Cl.S1C2=C(C=C1)C(=CC=C2)N2CCN(CC2)CCC2CC(C2)N 3-(2-(4-(benzo[b]thiophen-4-yl)piperazin-1-yl)ethyl)cyclobutane-1-amine hydrochloride